3-fluoro-1H-pyridin-2-one FC=1C(NC=CC1)=O